(2R)-2-[(tert-butoxycarbonylamino)methyl]-3,3-dimethylbutyric acid C(C)(C)(C)OC(=O)NC[C@H](C(=O)O)C(C)(C)C